COC=1C=C(CNC(COC2=CC=C3C(=NN(C3=C2)C)C2C(NC(CC2)=O)=O)=O)C=C(C1)OC N-(3,5-dimethoxybenzyl)-2-((3-(2,6-dioxopiperidin-3-yl)-1-methyl-1H-indazol-6-yl)oxy)acetamide